N-(4-((3-(1H-pyrazol-1-yl)phenyl)amino)-7-(3-morpholinopropoxy)quinazolin-6-yl)acrylamide N1(N=CC=C1)C=1C=C(C=CC1)NC1=NC=NC2=CC(=C(C=C12)NC(C=C)=O)OCCCN1CCOCC1